1-(6-(Difluoromethoxy)pyridin-3-yl)piperazine FC(OC1=CC=C(C=N1)N1CCNCC1)F